C1(CC1)C1=CC(=NO1)CNC(OC(C)(C)C)=O tert-butyl ((5-cyclopropylisoxazol-3-yl)methyl)carbamate